α-vinylbenzyl alcohol C(=C)C(C1=CC=CC=C1)O